3,6-diglycidyl-hexanehexaol C(C1CO1)C(C(C(O)(O)O)(O)O)(CCCCC1CO1)O